FC(C(CC(=O)C=1C=NC=CC1)=O)(F)F 4,4,4-trifluoro-1-(pyridin-3-yl)butane-1,3-dione